COCC1CN(CCN1CC=1C=NC=2C(=C(C(NC2C1)=O)C(F)(F)F)C)C=1C=CC(=NC1)C(=O)NC 5-(3-(methoxymethyl)-4-((8-methyl-6-oxo-7-(trifluoromethyl)-5,6-dihydro-1,5-naphthyridin-3-yl)methyl)piperazin-1-yl)-N-methylpyridineamide